C(C=C)SCN1N=C(C=C1Br)Br 1-(allylsulfanylmethyl)-3,5-dibromo-pyrazole